2-[(6-{pyrazolo[1,5-a]pyridin-3-ylamino}spiro[3.3]hept-2-yl)oxy]-5h,7h,8h-pyrano[4,3-b]pyridine-3-carboxamide N1=CC(=C2N1C=CC=C2)NC2CC1(CC(C1)OC1=C(C=C3C(=N1)CCOC3)C(=O)N)C2